CN(C1CCC(CC1)NC1=CC=C(C=C1)N1CCC(CC1)C(F)(F)F)C N1,N1-dimethyl-N4-(4-(4-(trifluoromethyl)piperidin-1-yl)phenyl)cyclohexane-1,4-diamine